C(C)(C)C1=NNC=N1 3-isopropyl-1H-1,2,4-triazole